imidazol-1-yl-pyridin-3-yl-methanone N1(C=NC=C1)C(=O)C=1C=NC=CC1